Cl.BrC1=C(C=NC=C1)F 4-bromo-3-fluoropyridine hydrochloride